FC=1C=C2C(N(C(C2=CC1)=O)C1C(N(C(CC1)=O)C)=O)=O 5-fluoro-2-(1-methyl-2,6-dioxopiperidin-3-yl)isoindoline-1,3-dione